tert-Butyl 4-[5-chloro-1-(2-hydroxyethyl)indol-3-yl]piperidine-1-carboxylate ClC=1C=C2C(=CN(C2=CC1)CCO)C1CCN(CC1)C(=O)OC(C)(C)C